4-Bromostyrene BrC1=CC=C(C=C)C=C1